C1=CC=C(C=C1)N(C2=CC=CC=C2)C(=O)CCl 2-chloro-N,N-diphenylacetamide